N1C=NC=2C(=CC=C3C=CC=C1C23)C(=O)O perimidine-4-carboxylic acid